C(C=CCC)[Si](OC)(OC)OC 2-pentenyltrimethoxysilane